(R)-N-ethyl-2-methyl-N-(2,2,2-trifluoro-1-(4-fluorophenyl)ethyl)pyrimidine-5-sulfonamide C(C)N(S(=O)(=O)C=1C=NC(=NC1)C)[C@@H](C(F)(F)F)C1=CC=C(C=C1)F